C(CCCCCCCCCCCCC)(=O)OC[C@@H](OC(CCCCCCCCCCCCC)=O)COP(=O)(O)OCCN 1,2-dimyristoyl-SN-glycero-3-phosphorylethanolamine